N1N=CC=2C=NC(=CC21)NC2=CC(=NC=N2)N2CC1(C2)CC(C1)(O)C 2-(6-((1H-pyrazolo[4,3-c]pyridin-6-yl)amino)pyrimidin-4-yl)-6-methyl-2-azaspiro[3.3]heptan-6-ol